OC(C#CC=1C2=C(C(N(C1)C)=O)NC(=C2C(=O)OCC2CCCCC2)C)(C)C cyclohexylmethyl 4-(3-hydroxy-3-methyl-but-1-ynyl)-2,6-dimethyl-7-oxo-1H-pyrrolo[2,3-c]pyridine-3-carboxylate